tert-butyl (S)-3-((8-fluoro-4-(4-(trifluoromethyl)phenyl)phthalazin-1-yl)amino)pyrrolidine-1-carboxylate FC=1C=CC=C2C(=NN=C(C12)N[C@@H]1CN(CC1)C(=O)OC(C)(C)C)C1=CC=C(C=C1)C(F)(F)F